(R)-7-Hydroxy-N-(4-(((2-((1-hydroxybutan-2-yl)amino)-8-isopropylpyrazolo[1,5-a][1,3,5]triazin-4-yl)amino)methyl)phenyl)heptylamide O[C@H](CCCCCC[NH-])C1=CC=C(C=C1)CNC1=NC(=NC=2N1N=CC2C(C)C)NC(CO)CC